2-phenyl-5-cyanobenzeneboronic acid C1(=CC=CC=C1)C1=C(C=C(C=C1)C#N)B(O)O